OC=1C=C(C2=C(OCOC2=O)C1C=1C=C(C=CC1)C)CCCCC 7-hydroxy-5-pentyl-8-(m-tolyl)-4H-benzo[d][1,3]dioxin-4-one